5-(6-ethoxypyrazin-2-yl)pyridine-2-carboxamide C(C)OC1=CN=CC(=N1)C=1C=CC(=NC1)C(=O)N